(5-(1-adamantyl)-2'-bromo-6-((tetrahydro-2H-pyran-2-yl)oxy)-[1,1'-biphenyl]-3-yl)triethylsilane C12(CC3CC(CC(C1)C3)C2)C=2C=C(C=C(C2OC2OCCCC2)C2=C(C=CC=C2)Br)[Si](CC)(CC)CC